2-[(piperazin-1-yl)methyl]pyridine N1(CCNCC1)CC1=NC=CC=C1